3-(5-(difluoromethyl)-6-oxo-1-(tetrahydro-2H-pyran-2-yl)-1,6-dihydropyridazin-4-yl)propanal FC(C1=C(C=NN(C1=O)C1OCCCC1)CCC=O)F